Sodium 2-[4-(trifluoromethoxy) phenyl] oxetane-2-carboxylate O1C(CC1)C(=O)OC1=CC=C(C=C1)OC(F)(F)F.[Na]